(1aRS,7bSR)-5-[2-((Z)-3-diethylamino-2-methylprop-1-enyl)-4-fluorobenzene-sulfonylamino]-1,1a,2,7b-tetrahydrocyclopropa[c]chromene-4-carboxylic acid C(C)N(C\C(=C/C1=C(C=CC(=C1)F)S(=O)(=O)NC1=CC=C2[C@@H]3[C@H](COC2=C1C(=O)O)C3)\C)CC |r|